N-(5-cyclopropyl-2-(N-methylsulfamoyl)phenyl)-3-(3-fluoro-4-methylphenyl)-3-(1,2,4-thiadiazol-5-yl)pyrrolidine-1-carboxamide C1(CC1)C=1C=CC(=C(C1)NC(=O)N1CC(CC1)(C1=NC=NS1)C1=CC(=C(C=C1)C)F)S(NC)(=O)=O